OC[C@]1(N2C(C[C@H](C1=O)CC2)(C)C)COC (1S,2S,4R)-2-(hydroxymethyl)-2-(methoxymethyl)-6,6-dimethylquinuclidin-3-one